CC1(C(NC2=CC=CC=C2C1)=O)C 3,3-Dimethyl-2-oxo-1,2,3,4-tetrahydroquinoline